1-methyl-2-oxo-N-(5-{1-[4-(trifluoromethyl)phenyl]-1H-pyrazol-4-yl}-1H-indol-3-yl)piperidine-4-carboxamide CN1C(CC(CC1)C(=O)NC1=CNC2=CC=C(C=C12)C=1C=NN(C1)C1=CC=C(C=C1)C(F)(F)F)=O